4-chloro-N-(1,1-dimethylsilacyclooctane-5-ylidene)-6-methyl-1H-pyrrolo[2,3-b]pyridine-2-carboxamide ClC1=C2C(=NC(=C1)C)NC(=C2)C(=O)N=C2CCC[Si](CCC2)(C)C